C1(CC1)C(=O)NC=1C=C2C(=CN=C(C2=CN1)NC)C1=NN2C(C=CC(=C2)N2CC3CN(CC(C2)O3)C(=O)OCCCC)=N1 butyl 7-(2-(6-(cyclopropanecarboxamido)-1-(methylamino)-2,7-naphthyridin-4-yl)-[1,2,4]triazolo[1,5-a]pyridin-6-yl)-9-oxa-3,7-diazabicyclo[3.3.1]nonane-3-carboxylate